N1CC(C1)CCNC(C1=CC=C(C=C1)[C@@H]1CC2(CC(C2)(F)F)CCN1CC1=C2C=CNC2=C(C=C1OC)C)=O (S)-N-(2-(azetidin-3-yl)ethyl)-4-(2,2-difluoro-7-((5-methoxy-7-methyl-1H-indol-4-yl)methyl)-7-azaspiro[3.5]nonan-6-yl)benzamide